4-hydroxylphenylmethylcarbinol OC1=CC=C(C=C1)CCO